5-[4-(2-chloro-6-methoxybenzoylamino)phenyl]-1,3-dihydronaphtho[1,2-e]-1,4-diazepine-2-one ClC1=C(C(=O)NC2=CC=C(C=C2)C=2C3=C(NC(CN2)=O)C2=CC=CC=C2C=C3)C(=CC=C1)OC